CNCC1=CC(=CC=C1)C1=C(N=CS1)C N-methyl-1-[3-(4-methylthiazol-5-yl)phenyl]methanamine